OC(COC=1C=C(C=2N(C1)N=CC2C#N)C2=CN=C(S2)N2CC1N(C(C2)C1)CC=1C=NC(=CC1)OC)(C)C 6-(2-hydroxy-2-methylpropyloxy)-4-(2-(6-((6-methoxypyridin-3-yl)methyl)-3,6-diazabicyclo[3.1.1]heptan-3-yl)thiazol-5-yl)pyrazolo[1,5-a]pyridine-3-carbonitrile